2-(6-Ethyl-2-(methylthio)pyrimidin-4-yl)-4-(2-fluoro-6-methoxyphenyl)-2,3-dihydro-1H-pyrrolo[3,4-c]pyridin-1-one C(C)C1=CC(=NC(=N1)SC)N1CC=2C(=NC=CC2C1=O)C1=C(C=CC=C1OC)F